4-(2-(Dimethylamino)ethoxy)-N-((1-(4-(dimethylamino)phenyl)-3-methylpiperidin-4-yl)methyl)-N-(2'-methoxy-[4,4'-bipyridin]-2-yl)cyclohexanecarboxamide CN(CCOC1CCC(CC1)C(=O)N(C1=NC=CC(=C1)C1=CC(=NC=C1)OC)CC1C(CN(CC1)C1=CC=C(C=C1)N(C)C)C)C